C(C)C1=C(C(=CC(=C1)C)C(C)(C)CC)O 2-ethyl-4-methyl-6-(tert-pentyl)phenol